5-methoxy-1H-indole-2,3-dicarboxylic acid dimethyl ester COC(=O)C=1NC2=CC=C(C=C2C1C(=O)OC)OC